COC(CCCC#CC1=NC(=C(C=C1)F)C=NO)=O Methyl-6-(5-fluoro-6-((hydroxyimino)methyl)pyridin-2-yl)hex-5-ynoat